CN1N=NC2=C1C=CC(=C2C)[C@@H](CC(=O)OCC)C=2C=C(C1=C(C=CS1)C2)CN2CC1(OC3=C(C2)C(=NC=C3)O)CC1 Ethyl (3S)-3-(1,4-dimethyl-1H-benzotriazol-5-yl)-3-{7-[(6'-hydroxy-3'H-spiro[cyclopropane-1,2'-Pyrido[3,4-f][1,4]oxazepine]-4'(5'H)-yl)methyl]-1-benzothiophen-5-yl}propanoate